C(C)[C@H]1[C@@H](CNC1)C=1C=NC2=CC=C3N(C21)C=CN3 8-((3R,4S)-4-ethylpyrrolidin-3-yl)-3H-imidazo[1,2-a]Pyrrolo[2,3-e]Pyridine